N2-isopropylpyridine-2,5-diamine C(C)(C)NC1=NC=C(C=C1)N